C(C)OC=1C=C(C=CC1C=1NC(C2=C(N1)NN=N2)=O)C=2C(=CC=CC2)C(=O)OC methyl 3'-ethoxy-4'-(7-oxo-6,7-dihydro-3H-[1,2,3]triazolo[4,5-d]pyrimidin-5-yl)-[1,1'-biphenyl]-2-carboxylate